CCCCCCC(C)C(C(=O)N)=C 7-octyl-acrylamide